CC(=CCCC(CC(=O)[O-])(CC(=O)SCCNC(=O)CCNC(=O)[C@@H](C(C)(C)COP(=O)([O-])OP(=O)([O-])OC[C@@H]1[C@H]([C@H]([C@@H](O1)N2C=NC3=C(N=CN=C32)N)O)OP(=O)([O-])[O-])O)O)C The molecule is pentaanion of 3-hydroxy-3-(4-methylpent-3-en-1-yl)glutaryl-CoA arising from deprotonation of phosphate, diphosphate and carboxylic acid functions. It is a conjugate base of a 3-hydroxy-3-(4-methylpent-3-en-1-yl)glutaryl-CoA.